FC1=C(C(=O)N)C=CC(=C1)C(=C)C 2-fluoro-4-(prop-1-en-2-yl)benzamide